t-butyl N-[(Z)-3-fluoro-2-[(6-fluoro-1-oxo-3,4-dihydro-2H-isoquinolin-8-yl)oxymethyl]allyl]carbamate F\C=C(\CNC(OC(C)(C)C)=O)/COC=1C=C(C=C2CCNC(C12)=O)F